6-(1-(4-(5-(Difluoromethyl)-1,3,4-oxadiazol-2-yl)-2,6-difluorobenzyl)-1H-1,2,3-triazol-4-yl)thieno[2,3-d]pyrimidin-4-amine FC(C1=NN=C(O1)C1=CC(=C(CN2N=NC(=C2)C2=CC3=C(N=CN=C3N)S2)C(=C1)F)F)F